10-fluoro-2-[3-(hydroxymethyl)-4-[1-methyl-6-oxo-5-(pyrimidin-4-ylamino)pyridazin-3-yl]-2-pyridyl]-3,4,6,7,8,9-hexahydropyrazino[1,2-a]indol-1-one FC1=C2N(C=3CCCCC13)CCN(C2=O)C2=NC=CC(=C2CO)C2=NN(C(C(=C2)NC2=NC=NC=C2)=O)C